NCC(=O)N1C(C=2N(CC1)C(=C(N2)C2=CC(=C(C(=C2)F)F)F)NC2=NC(=CN=C2)C(F)(F)F)(C)C 2-amino-1-(8,8-dimethyl-3-((6-(trifluoromethyl)pyrazin-2-yl)amino)-2-(3,4,5-trifluorophenyl)-5,6-dihydroimidazo[1,2-a]pyrazin-7(8H)-yl)ethan-1-one